C(C)OC1=NC=CC=C1C1=NC=2C(N(CC3(CCN(CC3)C3=C(C(=CC=C3)OC)C(F)(F)F)C2C=C1)C1CNCC1)=O 2-(2-ethoxypyridin-3-yl)-1'-[3-methoxy-2-(trifluoromethyl)phenyl]-7-pyrrolidin-3-ylspiro[6H-1,7-naphthyridine-5,4'-piperidine]-8-one